FC=1C=C(C=2N(C1)C(=CN2)C2=NN(C1=C2C=NC(=C1)C(=O)N1C2COC(C1)C2)CSC)F [3-(6,8-difluoroimidazo[1,2-a]pyridin-3-yl)-1-(methylsulfanylmethyl)pyrazolo[4,3-c]pyridin-6-yl]-(2-oxa-5-azabicyclo[2.2.1]heptan-5-yl)methanone